3,3-difluorocyclobutyl 4-(trifluoromethyl)benzenesulfonate FC(C1=CC=C(C=C1)S(=O)(=O)OC1CC(C1)(F)F)(F)F